CN1C(C=CC(=C1)O)CN(CC#C)CC1=CC=C(C=C1)F 1-methyl-2-((4-fluorobenzyl-(propargyl)amino)methyl)-5-hydroxypyridin